3-(2-(6-chloronaphthalen-2-yl)vinyl)-N-(2-(2-cyano-5,5-difluoropiperidin-1-yl)-2-oxoethyl)isonicotinamide ClC=1C=C2C=CC(=CC2=CC1)C=CC1=C(C(=O)NCC(=O)N2C(CCC(C2)(F)F)C#N)C=CN=C1